(S)-1-(2-bromoacetyl)pyrrolidine-2-carbonitrile BrCC(=O)N1[C@@H](CCC1)C#N